3-(5-chloro-4-oxo-benzo[d][1,2,3]triazin-3(4H)-yl)piperidine-2,6-dione ClC1=CC=CC=2N=NN(C(C21)=O)C2C(NC(CC2)=O)=O